CN(CCCC1=NOC[C@H](O1)CN1CCCCC1)C |r| rac-N,N-dimethyl-3-(5-(piperidin-1-ylmethyl)-5,6-dihydro-1,4,2-dioxazin-3-yl)propan-1-amine